CC1(C(CNCC1)NC(OC(C)(C)C)=O)C tert-butyl N-(4,4-dimethylpiperidin-3-yl)carbamate